C(C)(C)(C)OC(=O)N1C=CC2=CC=CC=C12 N-tert-butoxycarbonylindole